CN1C(=NC2=C1C=CC(=C2)C(=O)O)NC=2SC1=C(N2)C=CC(=C1)C 1-Methyl-2-(6-methyl-benzothiazol-2-ylamino)-1H-benzimidazole-5-carboxylic acid